C([C@@H]1[C@H]([C@H]([C@@H](O1)C2=NNC(=C2O)C(=O)N)O)O)O The molecule is a C-glycosyl compound that is 4-hydroxy-1H-pyrazole-5-carboxamide in which the hydrogen at position 3 has been replaced by a beta-D-ribofuranosyl group. It has a role as an antineoplastic agent, an antimetabolite, an EC 4.1.1.23 (orotidine-5'-phosphate decarboxylase) inhibitor and an antimicrobial agent. It is a C-glycosyl compound and a member of pyrazoles. It derives from a beta-D-ribose.